CN(C(CCCCCCCCC)CCCCCCC=CCCCCCCCCCCC)C N,N-dimethylnonacos-17-en-10-amine